C(=C/CCCC)/C=1C=C(C=CC1)C(C(=O)O)=O.C1(CC2C(CC1)O2)CC[Si](OCCC)(OCCC)OCCC (3,4-epoxycyclohexyl)ethyl-tripropoxysilane (Z)-3-hexenyl-2-oxo-2-phenylacetate